8-((3R,5S)-4-(tert-butoxycarbonyl)-3,5-dimethylpiperazin-1-yl)pyrazino[2,3-d]pyridazine-5-carboxylic acid C(C)(C)(C)OC(=O)N1[C@@H](CN(C[C@@H]1C)C=1N=NC(=C2C1N=CC=N2)C(=O)O)C